N1=C(C=CC2=CC=CN=C12)/C=C/C1CN(C1)C(C[C@@H](C(=O)OCC1=CC=CC=C1)NC(=O)OCC1=CC=CC=C1)=O (S,E)-Benzyl 4-(3-(2-(1,8-naphthyridin-2-yl)vinyl)azetidin-1-yl)-2-(((benzyloxy)carbonyl)amino)-4-oxobutanoate